CN(CCCCCCCCCCCCC(=O)NC(CC(=O)O)CCCCCCCCC)C 3-{N-[3-(dimethylamino)propyl]decanoylamino}dodecanoic acid